O-allyl-N-(tert-butoxycarbonyl)-L-threonine C(C=C)O[C@@H]([C@H](NC(=O)OC(C)(C)C)C(=O)O)C